diethyl cis-1-benzyl-pyrrolidine-2,5-dicarboxylate C(C1=CC=CC=C1)N1[C@H](CC[C@H]1C(=O)OCC)C(=O)OCC